C12C(=CC(C=C1)CC2)\C=N\O (E)-1-(bicyclo[2.2.2]octa-2,5-dien-2-yl)-N-hydroxymethanimine